5-isopropyl-8-((2r,3s)-2-methyl-3-((methylsulfonyl)methyl)azetidin-1-yl)-N-(2-(5-(trifluoromethyl)thiophen-3-yl)pyrimidin-4-yl)isoquinolin-3-amine C(C)(C)C1=C2C=C(N=CC2=C(C=C1)N1[C@@H]([C@H](C1)CS(=O)(=O)C)C)NC1=NC(=NC=C1)C1=CSC(=C1)C(F)(F)F